bis(tri-cyclohexylphosphine) nickel (II) chloride [Ni](Cl)Cl.C1(CCCCC1)P(C1CCCCC1)C1CCCCC1.C1(CCCCC1)P(C1CCCCC1)C1CCCCC1